tert-butyl (3-((2-chloroquinazolin-4-yl)amino)phenyl)carbamate ClC1=NC2=CC=CC=C2C(=N1)NC=1C=C(C=CC1)NC(OC(C)(C)C)=O